o-picoline CC1=CC=CC=N1